C1(CC1)N1C=C(C(C2=CC(=C(C(=C12)F)N1CCC2(CC1)CCCCC2)F)=O)C(=O)O 1-cyclopropyl-6-fluoro-8-fluoro-1,4-dihydro-7-(3-azaspiro[5.5]undec-3-yl)-4-oxo-3-quinolinecarboxylic acid